FC=1C=C(C=NC1N[C@@H]1C[C@H](CC1)NC1=NN2C(C=C(C=C2)F)=N1)N1C(C=CC=C1)=O 5'-Fluoro-6'-(((1S,3S)-3-((7-fluoro-[1,2,4]triazolo[1,5-a]pyridin-2-yl)amino)cyclopentyl)amino)-2H-[1,3'-bipyridyl]-2-one